N=1N(N=CC1)C1=C(C=CC=C1)C(=O)N1[C@@H]2[C@@H](C[C@H](C1)C2)NC2=NC=C(C=C2)OC (2-(2H-1,2,3-triazol-2-yl)phenyl)((1S,4S,6R)-6-((5-methoxypyridin-2-yl)amino)-2-azabicyclo[2.2.1]hept-2-yl)methanone